S1C2=C(C=C1)CC1=C(CC2=O)C=CC=C1 4,9-dihydro-10H-benzo[4,5]cyclohepta[1,2-b]thiophen-10-one